NC1=CC=C(C(=C1CNCC(=O)OC(C)(C)C)Br)F tert-Butyl 2-{[(6-amino-2-bromo-3-fluorophenyl)methyl]amino}acetate